ε-biotinyl-lysinyl-amide C(CCCC[C@@H]1SC[C@@H]2NC(=O)N[C@H]12)(=O)C(CCC[C@H](N)C(=O)[NH-])N